(2S,7S,Z)-2,7-bis((tert-butoxycarbonyl)amino)oct-4-enedioic acid dimethyl ester COC([C@H](C\C=C/C[C@@H](C(=O)OC)NC(=O)OC(C)(C)C)NC(=O)OC(C)(C)C)=O